C(C)(C)(C)OC(NS(N(C=1C=NN(C1)C)CCCNC(=O)OCC1=CC=CC=C1)(=O)=O)=O N-[3-(benzyloxycarbonylamino)propyl-(1-methylpyrazol-4-yl)sulfamoyl]carbamic acid tert-butyl ester